ethyl 3-hydroxy-1-phenyl-1H-thieno[2,3-c]pyrazole-5-carboxylate OC=1C2=C(N(N1)C1=CC=CC=C1)SC(=C2)C(=O)OCC